4-bromo-3-nitro-N-(1-phenylcyclopropyl)benzamide BrC1=C(C=C(C(=O)NC2(CC2)C2=CC=CC=C2)C=C1)[N+](=O)[O-]